FC1=C(C(=O)N2CCN(CC2)C2=CC=C(C=N2)C#N)C=C(C=C1)CC1=NNC(C2=CC=C(C(=C12)C)C#CC)=O 6-[4-[2-fluoro-5-[(8-methyl-4-oxo-7-prop-1-ynyl-3H-phthalazin-1-yl)methyl]benzoyl]piperazin-1-yl]pyridine-3-carbonitrile